tert-butyl 2-cyano-6,8-dihydro-5H-[1,2,4]triazolo[1,5-a]pyrazine-7-carboxylate C(#N)C1=NN2C(CN(CC2)C(=O)OC(C)(C)C)=N1